6-((5-Bromopyridin-2-yl)methylamino)-2-(5-chloropyridin-3-yl)-9H-purine BrC=1C=CC(=NC1)CNC1=C2N=CNC2=NC(=N1)C=1C=NC=C(C1)Cl